ClC1=NC(=CC(=C1)C=1C(=NN2C1N=C(C=C2)N2CC(N(CC2)C)CO)C=2C=C(C#N)C=CC2)C 3-[3-(2-chloro-6-methyl-4-pyridinyl)-5-[3-(hydroxymethyl)-4-methyl-piperazin-1-yl]pyrazolo[1,5-a]pyrimidin-2-yl]benzonitrile